CC(C#N)(C)N1N=CC(=C1)N\C(\CC)=C\1/C(NC2=CN=C(C=C21)C=2C=NC=CC2C)=O (Z)-2-Methyl-2-(4-((1-(5-(4-methylpyridin-3-yl)-2-oxo-1H-pyrrolo[2,3-c]pyridin-3(2H)-ylidene)propyl)amino)-1H-pyrazol-1-yl)propanenitrile